C1(CCCC1)NC1=NC(=CC=C1[N+](=O)[O-])C1=CC=C(C=C1)C N-cyclopentyl-3-nitro-6-(p-tolyl)pyridin-2-amine